(R)-2-(methoxymethyl)indoline COC[C@@H]1NC2=CC=CC=C2C1